ClC1=C(C=C(C=2N1C=NC2)C=2C=NC(=CC2)C2CC2)C#N 5-chloro-8-(6-cyclopropylpyridin-3-yl)imidazo[1,5-a]pyridine-6-carbonitrile